CC1=C(C=NC=2OCCNC21)C2=CC=C1C=NC(=NC1=C2)NC=2C=NN(C2)C2COC2 7-(8-methyl-2,3-dihydro-1H-pyrido[2,3-b][1,4]oxazin-7-yl)-N-[1-(oxetan-3-yl)-1H-pyrazol-4-yl]quinazolin-2-amine